N-(4-Methyl-3-(pyridin-4-yl)-1H-pyrazol-5-yl)-3-(4-(trifluoromethyl)phenyl)propanamide CC=1C(=NNC1NC(CCC1=CC=C(C=C1)C(F)(F)F)=O)C1=CC=NC=C1